2-(5-(trifluoromethyl)-1,2,4-oxadiazol-3-yl)-N-(1,3,5-trimethyl-1H-pyrazol-4-yl)-6,7-dihydrothieno[3,2-c]pyridine-5(4H)-carboxamide FC(C1=NC(=NO1)C1=CC=2CN(CCC2S1)C(=O)NC=1C(=NN(C1C)C)C)(F)F